COC=1C=C(C=NC1)S(=O)(=O)C1=CC=C(C=C1)CNC(=O)C=1C=CC=2N(C1)C=CN2 N-{[4-(5-methoxypyridine-3-sulfonyl)phenyl]methyl}imidazo[1,2-a]pyridine-6-carboxamide